4-(3,5-dibromo-2-pyridylazo)1,3-phenylenediamine BrC=1C(=NC=C(C1)Br)N=NC1=C(C=C(C=C1)N)N